C(#N)C1CC(C1)C1=CC(=NC(=N1)C(C)(F)F)N1CC2(C=3C=NC(=CC31)NC(C)=O)CC2 N-(1'-(6-((1r,3r)-3-cyanocyclobutyl)-2-(1,1-difluoroethyl)pyrimidin-4-yl)-1',2'-dihydrospiro[cyclopropan-1,3'-pyrrolo[3,2-c]pyridin]-6'-yl)acetamide